tert-butyl (2-((5-(6-(tert-butylsulfonyl)-7-methoxyimidazo[1,2-a]pyridin-3-yl)-3-fluoro-2-methoxyphenyl)amino)ethyl)carbamate C(C)(C)(C)S(=O)(=O)C=1C(=CC=2N(C1)C(=CN2)C=2C=C(C(=C(C2)NCCNC(OC(C)(C)C)=O)OC)F)OC